(borono)hexanoic Acid B(O)(O)C(C(=O)O)CCCC